ClC=1C=C2C=NNC2=CC1 5-chloro-1H-indazole